(E)-N-(1-(1H-imidazol-1-yl)-3-phenylpropan-2-yl)-3-(quinolin-4-yl)acrylamide N1(C=NC=C1)CC(CC1=CC=CC=C1)NC(\C=C\C1=CC=NC2=CC=CC=C12)=O